C\C(=C/CCC(C)=O)\CCC=C(C)C (E)-6,10-dimethylundeca-5,9-dien-2-one